(2S)-6-oxapiperidine-2-carboxylic acid N1[C@@H](CCCO1)C(=O)O